(2R)-2-[[4-(2-chloro-4-fluoro-phenyl)-7-quinolyl]oxy]-1-morpholino-propan-1-one ClC1=C(C=CC(=C1)F)C1=CC=NC2=CC(=CC=C12)O[C@@H](C(=O)N1CCOCC1)C